[2-fluoro-4-methyl-5-[7-(morpholin-4-yl)-1-(piperidin-4-yl)indazol-5-yl]phenyl]pyrazole-4-carboxamide FC1=C(C=C(C(=C1)C)C=1C=C2C=NN(C2=C(C1)N1CCOCC1)C1CCNCC1)C1=NNC=C1C(=O)N